N-[(2S,3R,4S)-2-[(2,3'-difluoro[1,1'-biphenyl]-3-yl)methyl]-4-fluoro-1-(oxetane-2-carbonyl)pyrrolidin-3-yl]-methanesulfonamide FC1=C(C=CC=C1C[C@@H]1N(C[C@@H]([C@@H]1NS(=O)(=O)C)F)C(=O)C1OCC1)C1=CC(=CC=C1)F